C(C)N(C1=CC=C2C(=CC(OC2=C1)=O)CO)CC 7-(diethylamino)-4-(hydroxymethyl)-coumarin